1-(5-(trifluoromethyl)pyridin-3-yl)pyrrolidine FC(C=1C=C(C=NC1)N1CCCC1)(F)F